N-(but-3-en-1-yl)-N-(4-methoxy-2-(1-phenylethenyl)phenyl)-4-methylbenzenesulfonamide C(CC=C)N(S(=O)(=O)C1=CC=C(C=C1)C)C1=C(C=C(C=C1)OC)C(=C)C1=CC=CC=C1